N1-methylcytosine CN1C(=O)N=C(N)C=C1